C1OCC12CN(C2)C2CCC(CC2)NC=2C=1C=C(N(C1C=CC2)CC(F)(F)F)C#CCN[C@H]2[C@@H](COCC2)OC N-((1R,4R)-4-(2-oxa-6-azaspiro[3.3]heptan-6-yl)cyclohexyl)-2-(3-(((3S,4R)-3-methoxy-tetrahydro-2H-pyran-4-yl)amino)prop-1-yn-1-yl)-1-(2,2,2-trifluoro-ethyl)-1H-indol-4-amine